[(3S,9aS)-3-(3-Chloro-4-fluorophenyl)-3,4,6,7,9,9a-hexahydro-1H-pyrazino[2,1-c][1,4]oxazin-8-yl]-[2-chloro-3-(3-fluoro-1H-pyrazol-4-yl)phenyl]methanon ClC=1C=C(C=CC1F)[C@H]1CN2[C@H](CO1)CN(CC2)C(=O)C2=C(C(=CC=C2)C=2C(=NNC2)F)Cl